ClC=1C=NC(=NC1)N1CCC(CC1)CCCCOC1=CC(=C(C(=C1)F)CC(=O)N1CCN(CC1)C[C@@H]([C@H]([C@@H]([C@@H](CO)O)O)O)O)F 2-(4-(4-(1-(5-chloropyrimidin-2-yl)piperidin-4-yl)butoxy)-2,6-difluorophenyl)-1-(4-((2S,3R,4R,5R)-2,3,4,5,6-pentahydroxyhexyl)piperazin-1-yl)ethan-1-one